5-(2-methyl-2-morpholinylpropoxy)benzo[d]oxazole CC(COC=1C=CC2=C(N=CO2)C1)(C)N1CCOCC1